COCCCNC=1N=C(C2=C(N1)SC=C2C2=CC=CC=C2)NCC2=CC=C(C=C2)S(=O)(=O)N 4-((2-(3-Methoxypropyl)amino-5-phenylthieno[2,3-d]pyrimidin-4-yl)aminomethyl)-benzenesulfonamide